[2-(1-methylimidazol-4-yl)-4-(methylsulfamoyl)phenyl]benzamide CN1C=NC(=C1)C1=C(C=CC(=C1)S(NC)(=O)=O)C1=C(C(=O)N)C=CC=C1